COC1=NC=CC=C1COC1=CC=C(C=C1)C=1C=C(C(NC1C(F)(F)F)=O)C(=O)N 5-(4-((2-methoxypyridin-3-yl)methoxy)phenyl)-2-oxo-6-(trifluoromethyl)-1,2-dihydropyridine-3-carboxamide